stigmastane-3,6-dione CC[C@H](CC[C@@H](C)[C@H]1CC[C@H]2[C@@H]3CC(C4CC(CC[C@]4(C)[C@H]3CC[C@]12C)=O)=O)C(C)C